P(=O)(OC1=CC=CC2=CC=CC=C12)([O-])[O-] alpha-naphthyl phosphate